OCC=1C(=NC(=NC1)SC)NC1C(CCC1)(O)C 2-((5-(hydroxymethyl)-2-(methylthio)pyrimidin-4-yl)amino)-1-methyl-cyclopentanol